FC=1C=C(C=C(C1[N+](=O)[O-])F)O 3,5-difluoro-4-nitrophenol